N-Ethyl-4-(4-fluoro-3-(4-fluoro-2,6-dimethylphenoxy)-5-(2-hydroxypropan-2-yl)thiophen-2-yl)-6-methyl-7-oxo-6,7-dihydro-1H-pyrrolo[2,3-c]pyridine C(C)N1C=CC2=C1C(N(C=C2C=2SC(=C(C2OC2=C(C=C(C=C2C)F)C)F)C(C)(C)O)C)=O